C(C=C)(=O)OC1CCOC1=O 5-oxotetrahydrofuran-4-yl acrylate